(6S)-6-{2-Chloro-3-[1-(2,2,2-trifluoroethyl)-1,2,3-triazol-4-yl]-phenyl}-2-imino-6-methyl-3-[(2S,4S)-2-methyltetrahydropyran-4-yl]hexahydropyrimidin-4-one hydrochloride Cl.ClC1=C(C=CC=C1C=1N=NN(C1)CC(F)(F)F)[C@@]1(CC(N(C(N1)=N)[C@@H]1C[C@@H](OCC1)C)=O)C